phenanthren-3-yl-3-(1H-imidazol-4-yl)propionic acid ethyl ester C(C)OC(C(CC=1N=CNC1)C=1C=CC=2C=CC3=CC=CC=C3C2C1)=O